C1[C@@H]2N(C3(CN1)CN(C3)C(=O)OC(C)(C)C)CCC2 tert-butyl (R)-hexahydro-1'H-spiro[azetidine-3,4'-pyrrolo[1,2-a]pyrazine]-1-carboxylate